FC=1C=C(C=C(C1)C1=CC=C(C=C1)NC([C@@H]1N(CCC1)C(NC1=CC=C(C=C1)C(C)C)=O)=O)C(=O)O 5-fluoro-4'-[(1-{[4-(propan-2-yl)phenyl]carbamoyl}-D-prolyl)amino][1,1'-biphenyl]-3-carboxylic acid